1-fluoro-N-((6S,7S)-5-((R)-oxetane-2-carbonyl)-6-((2,2',3'-trifluoro-[1,1'-biphenyl]-3-yl)methyl)-5-azaspiro[2.4]heptan-7-yl)methanesulfonamide FCS(=O)(=O)N[C@@H]1[C@@H](N(CC12CC2)C(=O)[C@@H]2OCC2)CC=2C(=C(C=CC2)C2=C(C(=CC=C2)F)F)F